4-amino-1-(4-((4-(6-chloro-4-(cyclopropylsulfonyl)pyridin-2-yl)piperazin-1-yl)sulfonyl)phenyl)pyrrolidin-2-one NC1CC(N(C1)C1=CC=C(C=C1)S(=O)(=O)N1CCN(CC1)C1=NC(=CC(=C1)S(=O)(=O)C1CC1)Cl)=O